6-bromo-1H-benzo[de]isoquinoline-1,3(2H)-diselenone BrC=1C=CC=2C(NC(C3=CC=CC1C23)=[Se])=[Se]